NC(=NS(=O)(=O)C1=CC=C(C=C1)Cl)C1=CC=CC=C1 N-[amino(phenyl)methylene]-4-chloro-benzenesulfonamide